2,3,5,8,13-pentazatricyclo[8.4.0.02,6]tetradeca-1(10),3,5,8,11,13-hexaene-4-carboxamide C1=2N3N=C(N=C3CN=CC2C=CN=C1)C(=O)N